4-((4-chloro-5-(Trifluoromethyl)pyrimidin-2-yl)amino)benzoic acid tert-butyl ester C(C)(C)(C)OC(C1=CC=C(C=C1)NC1=NC=C(C(=N1)Cl)C(F)(F)F)=O